FC(C1=CC2=C(SC(=C2)C(N[C@H]2C[C@H](C[C@@H]3N(C2=O)[C@@H](CC3)C(=O)N3CC(C3)C=3C=NC=CC3)C)=O)C=C1)(F)P(O)(O)=O (difluoro(2-(((3S,6S,8R,9aR)-8-methyl-5-oxo-3-(3-(pyridin-3-yl)azetidine-1-carbonyl)octahydro-1H-pyrrolo[1,2-a]azepin-6-yl)carbamoyl)benzo[b]thiophen-5-yl)methyl)phosphonic acid